(S)-N-(2-(4-chlorophenyl)propan-2-yl)-2-(1-methylpyrrolidin-2-yl)acetamide ClC1=CC=C(C=C1)C(C)(C)NC(C[C@H]1N(CCC1)C)=O